CN1N=C(C(=C1)S(=O)(=O)N)C 1,3-dimethylpyrazole-4-sulfonamide